O1C(=NC2=C1C=CC=C2)CC=O 2-(1,3-benzoxazol-2-yl)acetaldehyde